NC1=C2C(=NC=N1)N(N=C2C=2C=CC1=C(N=C(O1)N)C2)CC=2C=NC(=NC2)CN 5-(4-amino-1-{[2-(aminomethyl)pyrimidin-5-yl]methyl}-1H-pyrazolo[3,4-d]pyrimidin-3-yl)-1,3-benzoxazol-2-amine